C(C1=CC=CC=C1)N1C(C2NCCCC2C1)=O 6-benzyl-hexahydropyrrolo[3,4-b]pyridine-7-one